C(C1=CC=CC=C1)N1CCC(CCC1)C=1C=C2CN(C(C2=CC1)=O)C1C(NC(CC1)=O)=O 3-(5-(1-benzyl-azepan-4-yl)-1-oxo-isoindolin-2-yl)piperidine-2,6-dione